N1C(CC[C@@H]1C(=O)OC)=O |r| Methyl (±)-2-pyrrolidone-5-formate